ClC1=CC=C2C=CN(C2=C1)C1=NC(=C(C(=N1)C1CC1)OCC(F)F)OC 6-chloro-N-[4-cyclopropyl-5-(2,2-difluoroethoxy)-6-methoxy-pyrimidin-2-yl]-1H-indole